ClCS(=O)(=O)N[C@H]([C@H](C1=CC=CC=C1)NCCCC1=CC=CC=C1)C1=CC=CC=C1 chloro[(S,S)-N-[2-(3-phenylpropyl)amino-1,2-diphenylethyl]-methanesulfonamide]